C[Si](CCOCN1C=C(C=2C1=NC=CC2)C#N)(C)C (2-(trimethylsilyl)ethoxy)methyl-1H-pyrrolo[2,3-b]Pyridine-3-carbonitrile